4-(4-cyano-2,3-dihydro-1-benzofuran-7-yl)-5-isopropoxy-2,8-dimethyl-1,4-dihydro-1,6-naphthyridine-3-formamide C(#N)C1=CC=C(C2=C1CCO2)C2C(=C(NC1=C(C=NC(=C21)OC(C)C)C)C)C(=O)N